C(C)(C)(C)OC(NCCOCCOCCOCC=O)=O N-(2-{2-[2-(2-oxoethoxy)ethoxy]Ethoxy}ethyl)carbamic acid tert-butyl ester